FC1=CC=C(C=C1)N1N=NC(=C1COC1=NC=2CCN(CC2C=C1)C(=O)C1CC(N(C1)C(C)C)=O)C 4-(2-{[1-(4-fluorophenyl)-4-methyl-1H-1,2,3-triazol-5-yl]methoxy}-5,6,7,8-tetrahydro-1,6-naphthyridine-6-carbonyl)-1-(propan-2-yl)pyrrolidin-2-one